ethyl 7-[3-(bromomethyl)-1,5-dimethyl-1H-pyrazol-4-yl]-1-[4-(methylamino)butyl]-3-[3-(naphthalen-1-yloxy)propyl]-1H-indole-2-carboxylate hydrochloric acid salt Cl.BrCC1=NN(C(=C1C=1C=CC=C2C(=C(N(C12)CCCCNC)C(=O)OCC)CCCOC1=CC=CC2=CC=CC=C12)C)C